6,7,8,9,11,12,13,14,15,16-decahydrospiro[cyclopenta[a]phenanthrene-17,2'-[1,3]dioxan]-3-ol O1C2(OCCC1)CCC1C3CCC=4C=C(C=CC4C3CCC12)O